ClC=1C=C(C=NC1)NC(=O)[C@H]1CC12CCN(CC2)C(=O)OC(C(F)(F)F)C(F)(F)F 1,1,1,3,3,3-Hexafluoropropan-2-yl (S)-1-((5-chloropyridin-3-yl)carbamoyl)-6-azaspiro[2.5]octan-6-carboxylat